ClC=1C=C(C(=C(C1)O)C=1C=2N(C(=NN1)NC1CC(C1)(C)O)C=CC2)F 5-chloro-3-fluoro-2-(4-{[(1s,3s)-3-hydroxy-3-methylcyclobutyl]amino}pyrrolo[1,2-d][1,2,4]triazin-1-yl)phenol